methyl 41-oxo-45-((3aS,4S,6aR)-2-oxohexahydro-1H-thieno[3,4-d]imidazol-4-yl)-4,7,10,13,16,19,22,25,28,31,34,37-dodecaoxa-40-azapentatetracontanoate O=C(NCCOCCOCCOCCOCCOCCOCCOCCOCCOCCOCCOCCOCCC(=O)OC)CCCC[C@@H]1SC[C@@H]2NC(N[C@@H]21)=O